5-bromo-4-(((tert-butyldimethylsilyl)oxy)methyl)-7-methyl-7H-pyrrolo[2,3-d]pyrimidine BrC1=CN(C=2N=CN=C(C21)CO[Si](C)(C)C(C)(C)C)C